C(CCC)NC=1C2=C(N=C(N1)NC(=O)OC)C(=NN2CC2=C(C=C(C=N2)C=2CCN(CC2)C(=O)OC(C)(C)C)OC)I tert-butyl 6-((7-(butylamino)-3-iodo-5-((methoxy-carbonyl)amino)-1H-pyrazolo[4,3-d]pyrimidin-1-yl)methyl)-5-methoxy-3',6'-dihydro-[3,4'-bipyridine]-1'(2'H)-carboxylate